C(=O)C1=CNC2=CC=C(C=C12)CCNC(OC(C)(C)C)=O tert-butyl (2-(3-formyl-1H-indol-5-yl)ethyl)carbamate